methyl (S)-4-(6-((3,4-dihydro-2H-pyrido[3,2-b][1,4]oxazin-6-yl)methyl)-2,6-diazaspiro[3.4]octan-2-yl)-3-(3-(3,5-dimethyl-1H-pyrazol-1-yl)phenyl)butyrate O1C2=C(NCC1)N=C(C=C2)CN2CC1(CN(C1)C[C@@H](CC(=O)OC)C1=CC(=CC=C1)N1N=C(C=C1C)C)CC2